tert-butyl 3-(6-(4-fluorophenyl)-4-(1-methyl-1H-pyrazol-3-yl)pyridazin-3-yl)-2,5-dihydro-1H-pyrrole-1-carboxylate FC1=CC=C(C=C1)C1=CC(=C(N=N1)C=1CN(CC1)C(=O)OC(C)(C)C)C1=NN(C=C1)C